C(C1=CC=CC=C1)OC(=O)N1CCC=2C3=C(C=[N+](C2C1)[O-])N=C(N3CC3(COC(OC3)(C)C)C)COCC 7-((benzyloxy)carbonyl)-2-(ethoxymethyl)-1-((2,2,5-trimethyl-1,3-dioxan-5-yl)methyl)-6,7,8,9-tetrahydro-1H-imidazo[4,5-c][1,7]naphthyridine 5-oxide